N1CCC(CC1)N1N=CC(=C1)NC(=O)C=1C=C2C(=NC1)NC=C2C2=CC=1N(C=C2)N=CC1C(N[C@@H](C(F)(F)F)C)=O (R)-N-(1-(piperidin-4-yl)-1H-pyrazol-4-yl)-3-(3-((1,1,1-trifluoropropan-2-yl)carbamoyl)pyrazolo[1,5-a]pyridin-5-yl)-1H-pyrrolo[2,3-b]pyridine-5-carboxamide